L-2-METHYLCYSTEINE C[C@](N)(CS)C(=O)O